3-fluoropyridine-4-formaldehyde FC=1C=NC=CC1C=O